N-[(1S)-1-(dicyclopropylmethyl)-2-[4-(2,4-dimethylpyrazol-3-yl)anilino]-2-oxo-ethyl]-2-isopropyl-pyrazole-3-carboxamide C1(CC1)C([C@@H](C(=O)NC1=CC=C(C=C1)C=1N(N=CC1C)C)NC(=O)C=1N(N=CC1)C(C)C)C1CC1